FC1=C(C(=CC=C1)F)NC(C(=O)N[C@H](C(=O)N[C@H](C(COC1=C(C(=CC(=C1F)F)F)F)=O)CCO)C)=O N1-(2,6-Difluorophenyl)-N2-((S)-1-(((S)-5-hydroxy-2-oxo-1-(2,3,5,6-tetrafluorophenoxy)pentan-3-yl)amino)-1-oxopropan-2-yl)oxalamide